F[C@@H]1[C@@H](COC1)N1CCC2=C1N=NC(=C2)C2=C(C=C(C=C2C)C(F)(F)F)O 2-[7-[(3R,4R)-4-fluorotetrahydrofuran-3-yl]-5,6-dihydro-pyrrolo[2,3-c]-pyridazin-3-yl]-3-methyl-5-(trifluoro-methyl)phenol